FC(CCN1N=NC(=C1)C(=O)NCC=1C=NC(=CC1)C(F)(F)F)CN1N=NC(=C1)C(NCC1=CC(=CC=C1)OC(F)(F)F)=O 1-{3-fluoro-4-[4-({[3-(trifluoromethoxy)phenyl]methyl}carbamoyl)-1H-1,2,3-triazol-1-yl]butyl}-N-{[6-(trifluoromethyl)pyridin-3-yl]methyl}-1H-1,2,3-triazole-4-carboxamide